2-((1H-pyrrolo[2,3-b]pyridin-5-yl)oxy)-4-(4-((6-(4-chlorophenyl)spiro[3.5]non-6-en-7-yl)methyl)piperazin-1-yl)-N-((2-isopropyl-7-nitro-1H-benzo[d]imidazol-5-yl)sulfonyl)benzamide N1C=CC=2C1=NC=C(C2)OC2=C(C(=O)NS(=O)(=O)C1=CC3=C(NC(=N3)C(C)C)C(=C1)[N+](=O)[O-])C=CC(=C2)N2CCN(CC2)CC2=C(CC1(CCC1)CC2)C2=CC=C(C=C2)Cl